4-CHLORO-3-ETHOXYPHENYLBORONIC ACID ClC1=C(C=C(C=C1)B(O)O)OCC